6-Bromo-1H-benzol BrC1=CC=CCC1